CC(CC[Mg]Br)CCCC(C)C 3,7-dimethyl-octyl-magnesium bromide